ClC1=C(CN\N=C\C(=O)OCC)C=C(C=C1)Cl (E)-ethyl glyoxylate 2,5-dichlorobenzyl hydrazone